2-[4-(1-N-methyl-5-[(tert-butoxy)carbonyl]-4H,5H,6H,7H-pyrazolo[1,5-a]pyrazine-3-amidocyclopropyl)phenyl]acetic acid CN1CC(=C2N1CCN(C2)C(=O)OC(C)(C)C)C(=O)NC2(CC2)C2=CC=C(C=C2)CC(=O)O